O[C@@H]1C[C@H](N(C1)C([C@H](C(C)(C)C)NC(CCCCC(=O)N)=O)=O)C(NCC1=CC=C(C=C1)C1=C(N=CS1)C)=O N6-((S)-1-((2S,4R)-4-hydroxy-2-((4-(4-methylthiazol-5-yl)benzyl)carbamoyl)pyrrolidin-1-yl)-3,3-dimethyl-1-oxobutan-2-yl)adipamide